N1(CCOCC1)C1=CC=NC2=C(C=CC=C12)S(=O)(=O)NC1=C(C=CC=C1)C#CC=1C=CC(=NC1)C(=O)O 5-[2-(4-Morpholin-4-yl-quinoline-8-sulfonylamino)-phenylethynyl]-pyridine-2-carboxylic acid